BrC(C)CC 2-bromobutane